Phenyl-bis(4-(pyren-1-yl)phenyl)phosphine oxide C1(=CC=CC=C1)P(C1=CC=C(C=C1)C1=CC=C2C=CC3=CC=CC4=CC=C1C2=C34)(C3=CC=C(C=C3)C3=CC=C4C=CC2=CC=CC1=CC=C3C4=C21)=O